P(=O)(O)(O)OC[C@@H]1[C@H](C[C@@H](O1)N1C=NC=2C(N)=NC=NC12)OCN=[N+]=[N-] 3'-O-Azidomethyl-2'-deoxyadenosine-5'-monophosphate